5-ethynyl-6-fluoro-4-(8-fluoro-5,6-dimethyl-12-oxa-2,4,10,16-tetrazapentacyclo[13.2.2.13,7.02,14.011,20]icosa-3,5,7,9,11(20)-pentaen-9-yl)naphthalen-2-ol C(#C)C1=C2C(=CC(=CC2=CC=C1F)O)C=1C(=C2C(=C(N=C3N4C5CNC(C4COC(N1)=C23)CC5)C)C)F